calcium bis[monoethyl(3,5-di-tertiary butyl-4-hydroxybenzyl)phosphonate] C(C)C(C1=CC(=C(C(=C1)C(C)(C)C)O)C(C)(C)C)P([O-])([O-])=O.C(C)C(C1=CC(=C(C(=C1)C(C)(C)C)O)C(C)(C)C)P([O-])([O-])=O.[Ca+2].[Ca+2]